OC1(C(N(C2=CC=CC=C12)C1=NC=CC(=C1)CC1=NN=CC2=CC=CC=C12)=O)C (-)-4-((2-(3-hydroxy-3-methyl-2-oxoindolin-1-yl)pyridin-4-yl)methyl)phthalazin